2-(1-(cyclopropylmethyl)-5-(3-fluoro-4-sulfamoylbenzyl)-4-(3-((1-methylpiperidin-3-yl)ethynyl)phenyl)-1H-pyrrol-2-yl)thiazole-4-carboxylic acid C1(CC1)CN1C(=CC(=C1CC1=CC(=C(C=C1)S(N)(=O)=O)F)C1=CC(=CC=C1)C#CC1CN(CCC1)C)C=1SC=C(N1)C(=O)O